C1(CC1)C1=CC=C(C=C1)NC(=O)[C@@H]1N(CCCCC1)CC1=NC=CC=C1C (2R)-N-(4-cyclopropylphenyl)-1-[(3-methyl-2-pyridyl)methyl]azepane-2-carboxamide